(6-aminopyridin-2-yl)-N2-isobutyl-N4-(2-(trifluoromethyl)pyridin-4-yl)-1,3,5-triazine-2,4-diamine NC1=CC=CC(=N1)C1=NC(=NC(=N1)NCC(C)C)NC1=CC(=NC=C1)C(F)(F)F